ClC=1C(=NC(=C(C(=O)NC=2C(=NC(=CC2)OC)C)C1)NC1=C(C=C(C=C1)F)C)C 5-chloro-2-((4-fluoro-2-methylphenyl)amino)-N-(6-methoxy-2-methylpyridin-3-yl)-6-methylnicotinamide